(2S)-2-amino-N-(2-(cyclooct-2-yn-1-yloxy)ethyl)-3-phenylpropanamide N[C@H](C(=O)NCCOC1C#CCCCCC1)CC1=CC=CC=C1